4-[(3R)-3-(benzenesulfonyl)-3-{4-[(2,6-dichlorophenyl)methoxy]phenyl}pyrrolidine-1-carbonyl]-1λ6-thiane-1,1-dione C1(=CC=CC=C1)S(=O)(=O)[C@@]1(CN(CC1)C(=O)C1CCS(CC1)(=O)=O)C1=CC=C(C=C1)OCC1=C(C=CC=C1Cl)Cl